NC=1C(C2=C(N=C(N=C2)N2CCN(CCC2)C)N2C1SC1=C2C=CC=C1)=O 6-amino-2-(4-methyl-1,4-diazepan-1-yl)-5H-benzo[4',5']thiazolo[3',2':1,6]pyrido[2,3-d]pyrimidin-5-one